CC1CC(C1)(O)C1=CC=NC=C1 3-Methyl-1-(pyridin-4-yl)cyclobutan-1-ol